C(C)(C)(C)C=1C=C(C=C(C1O)C)CCC(=O)OCCOCCOCCOC(CCC1=CC(=C(C(=C1)C)O)C(C)(C)C)=O Triethylene glycol-bis[3-(3-t-butyl-4-hydroxy-5-methylphenyl) propionate]